N-[2-(2,6-dioxopiperidin-3-yl)-1-oxo-3H-isoindol-5-yl]-1-methylpyrazolo[3,4-d]pyrimidine-6-carboxamide O=C1NC(CCC1N1C(C2=CC=C(C=C2C1)NC(=O)C1=NC=C2C(=N1)N(N=C2)C)=O)=O